ClC=1C=CC(=C(C1)[C@H](C=1NC2=CC=CC=C2C1)NC(=O)C=1C=C(C=CC1)C1=CC=C(C=C1)N1CCC(CC1)NC(OC(C)(C)C)=O)OC tert-butyl (R)-(1-(3'-(((5-chloro-2-methoxyphenyl)(1H-indole-2-yl)methyl)carbamoyl)-[1,1'-biphenyl]-4-yl)piperidine-4-yl)carbamate